BrC=1N=C2C=3C=C(C=NC3C=CN2C1C)C=1C=NN(C1)C 2-bromo-3-methyl-9-(1-methyl-1H-pyrazol-4-yl)imidazo[2,1-f][1,6]naphthyridine